N1CC(C1)C=1C=C2C(N(C(C2=CC1)=O)C1C(NC(CC1)=O)=O)=O 5-(azetidin-3-yl)-2-(2,6-dioxo-3-piperidyl)isoindoline-1,3-dione